OC1CN(C1)C1=CC(=NC=N1)NC1=NNC2=CC(=CC=C12)[C@@H]1C[C@@]12C(NC1=CC=C(C=C21)OC)=O (1r,2s)-2-(3-[[6-(3-hydroxyazetidin-1-yl)pyrimidin-4-yl]amino]-1H-indazol-6-yl)-5'-methoxy-1'H-spiro[cyclopropan-1,3'-indol]-2'-one